[(2R,6R)-6-methylmorpholin-2-yl]methanol hydrochloride Cl.C[C@H]1O[C@H](CNC1)CO